1-benzyl-N-((3-methylbicyclo[1.1.1]pentan-1-yl)methyl)piperidin-3-amine C(C1=CC=CC=C1)N1CC(CCC1)NCC12CC(C1)(C2)C